3-(4-bromobenzyloxy)-6-methoxy-2-phenylquinoxaline BrC1=CC=C(COC=2C(=NC3=CC=C(C=C3N2)OC)C2=CC=CC=C2)C=C1